C1(=CC=CC=C1)N1NC(=CC1C1=CC=C(C=C1)C(C)(C)C)C1=CC=C(C=C1)OC 1-phenyl-3-(4-methoxy-phenyl)-5-(4-tert-butyl-phenyl)-pyrazoline